4-(1-butyl)-4,5-dihydro-7-hydroxy-2-methyl-5-oxo-N-(1,2,3,4-tetrahydro-1-naphthyl)-2H-pyrazolo[4,3-b]pyridin-6-carboxamide C(CCC)N1C=2C(C(=C(C1=O)C(=O)NC1CCCC3=CC=CC=C13)O)=NN(C2)C